CC1(OCC(O1)C1=C2C(=NNC2=CC=C1)C#N)C 4-(2,2-dimethyl-1,3-dioxolan-4-yl)-1H-indazole-3-carbonitrile